C1(=CC=CC=C1)NC(=O)C1=C(C=C(C=C1)NC(OC1=CC=CC=C1)=O)C#CC1=CC=C(C=C1)C(NCCN1CCCCC1)=O phenyl (4-(phenylcarbamoyl)-3-((4-((2-(piperidin-1-yl)ethyl)carbamoyl)phenyl)ethynyl)phenyl)carbamate